ClC1=C(OC2=C(C=CC=3N2C(=NN3)NC(OCC)=O)N3C(C2=CC=CC=C2C3=O)=O)C=C(C=C1)F ethyl (5-(2-chloro-5-fluorophenoxy)-6-(1,3-dioxoisoindolin-2-yl)-[1,2,4]triazolo[4,3-a]pyridin-3-yl)carbamate